2-methyl-N-[2-methyl-2-(morpholin-4-yl)propyl]-5-{[2-(trifluoromethyl)pyridin-3-yl]methoxy}-1-benzothiophene-3-carboxamide CC=1SC2=C(C1C(=O)NCC(C)(N1CCOCC1)C)C=C(C=C2)OCC=2C(=NC=CC2)C(F)(F)F